FC(=CC1=CC(=CC=C1)Br)F 1-(2,2-difluorovinyl)-3-bromobenzene